6-methyl-5-(piperazin-1-yl)pyridinecarboxamide CC1=C(C=CC(=N1)C(=O)N)N1CCNCC1